COC1=C(C(N(N=C1)C)=O)C1=C(C=CC2=CC=CC=C12)C 5-methoxy-2-methyl-4-(2-methyl-1-naphthyl)-3(2H)-pyridazinone